N=1C=CN2C1C[C@@H](CC2)COC2=NC=CC(=C2)CNC=2C=C1C=CN=C(C1=CC2)NC(OC)=O |o1:6| Methyl (R*)-(6-(((2-((5,6,7,8-tetrahydroimidazo[1,2-a]pyridin-7-yl)methoxy)pyridin-4-yl)methyl)amino)isoquinolin-1-yl)carbamate